tert-butyl (2R,4R)-2-[[2-[(4,4-difluorocyclohexyl)amino]-1-(5-fluoro-3-pyridyl)-2-oxo-ethyl]-[4-(pentafluoro-λ6-sulfanyl)phenyl]carbamoyl]-4-fluoro-pyrrolidine-1-carboxylate FC1(CCC(CC1)NC(C(C=1C=NC=C(C1)F)N(C(=O)[C@@H]1N(C[C@@H](C1)F)C(=O)OC(C)(C)C)C1=CC=C(C=C1)S(F)(F)(F)(F)F)=O)F